(1R,2R)-2-((R)-8-fluoro-5H-imidazo[5,1-a]isoindol-5-yl)-7-oxaspiro[3.5]nonan-1-ol FC1=CC=C2[C@H](N3C(C2=C1)=CN=C3)[C@@H]3[C@H](C1(C3)CCOCC1)O